N-methoxy-N-methyl-3-(4-trifluoromethoxy-phenyl)-propionamide CON(C(CCC1=CC=C(C=C1)OC(F)(F)F)=O)C